P(O)(O)=O.C1(=CC=CC=C1)C=1C(=C(C(=O)[Li])C(=CC1C)C)C phenyl-2,4,6-trimethyl-benzoyl-lithium phosphonate